C(C)C=1C(=C(C(=O)OC2=C(C(=C(C(=O)O)C(=C2C)C)C)C)C(=C(C1O)F)C)O 4-((3-ethyl-5-fluoro-2,4-dihydroxy-6-methylbenzoyl)oxy)-2,3,5,6-tetramethylbenzoic acid